8-((4,6-difluoroindolin-1-yl)methyl)-N-(2-hydroxy-2-methylpropyl)-2-morpholino-4-oxo-4H-chromene-6-carboxamide FC1=C2CCN(C2=CC(=C1)F)CC=1C=C(C=C2C(C=C(OC12)N1CCOCC1)=O)C(=O)NCC(C)(C)O